(1H-IMIDAZOL-2-YL)-ACETIC ACID N1C(=NC=C1)CC(=O)O